C([O-])([O-])=O.[K+].COC=1C=CC(=NC1)COC=1C=C2CN(C(C2=CC1)=O)C1=NN(C(C=C1)=O)COCC[Si](C)(C)C.[K+] 5-((5-Methoxypyridin-2-yl)methoxy)-2-(6-oxo-1-((2-(trimethylsilyl)ethoxy)methyl)-1,6-dihydropyridazin-3-yl)isoindolin-1-one Potassium carbonate